CN(C=1N=NC(=CN1)C1=C(C=C(C=C1)C=1C=NNC1)O)C1CCNCC1 2-{3-[methyl-(piperidin-4-yl)amino]-1,2,4-triazin-6-yl}-5-(1H-pyrazol-4-yl)phenol